3,3-dibutyl-5-(3,4-difluorophenyl)-8-hydroxy-7-(methylsulfanyl)-2,3,4,5-tetrahydro-1,5-benzothiazepine 1,1-dioxide C(CCC)C1(CS(C2=C(N(C1)C1=CC(=C(C=C1)F)F)C=C(C(=C2)O)SC)(=O)=O)CCCC